methyl (E)-8-(2-((tert-butoxycarbonyl) imino)-4,4-diethyl-6-oxotetrahydropyrimidin-1(2H)-yl)-5,6,7,8-tetrahydronaphthalene-2-carboxylate C(C)(C)(C)OC(=O)\N=C/1\N(C(CC(N1)(CC)CC)=O)C1CCCC=2C=CC(=CC12)C(=O)OC